(2R)-2-amino-3-[6-[4-cyano-2-(5-cyclopropyl-2-methylpyrazol-3-yl)oxyphenyl]pyridin-3-yl]propanoic acid N[C@@H](C(=O)O)CC=1C=NC(=CC1)C1=C(C=C(C=C1)C#N)OC=1N(N=C(C1)C1CC1)C